(Z)-2-fluoro-3-(pyridin-4-yl)acrylic acid ethyl ester C(C)OC(/C(=C/C1=CC=NC=C1)/F)=O